N-(1-naphthyl)succinamide C1(=CC=CC2=CC=CC=C12)NC(CCC(=O)N)=O